ClC=1C(=NC=CC1C=1C(=C(C=CC1)NC(C1=NC=C(C=C1)CN1C[C@H](CC1)O)=O)C)C1=CC(=C(C=C1)CN(C[C@H]1NC(CC1)=O)C)OC N-(3-(3-chloro-2-(3-methoxy-4-((methyl(((S)-5-oxopyrrolidin-2-yl)methyl)amino)methyl)phenyl)pyridin-4-yl)-2-methylphenyl)-5-(((S)-3-hydroxypyrrolidin-1-yl)methyl)picolinamide